7'-(2-(4-(naphthalen-1-yl)-6-phenylpyrimidin-2-yl)phenyl)spiro[cyclohexane-1,9'-fluorene]-2'-carbonitrile C1(=CC=CC2=CC=CC=C12)C1=NC(=NC(=C1)C1=CC=CC=C1)C1=C(C=CC=C1)C1=CC=C2C=3C=CC(=CC3C3(C2=C1)CCCCC3)C#N